BETA-GLYCEROPHOSPHATE C(C(CO)OP(=O)(O)O)O